N[C@@H]1C[C@H](C2=CC(=C3C=C(N=CC3=C21)C2CC2)S(NCC(C)C)(=O)=O)NC(=O)C=2C=NC=CC2 |r| N-[Trans-(7RS,9RS)-9-amino-3-cyclopropyl-5-(2-methylpropylsulfamoyl)-8,9-dihydro-7H-cyclopenta[h]isochinolin-7-yl]pyridin-3-carboxamide